C(C)(C)(C)OC(NC(C)C=1N=C(N(C1)C=1C=CC=2N(C1)C(=CN2)C#N)C2=NC(=CC=C2)C)=O (1-(1-(3-Cyanoimidazo[1,2-a]pyridin-6-yl)-2-(6-methylpyridin-2-yl)-1H-imidazol-4-yl)ethyl)carbamic acid tert-butyl ester